CS(=O)(=O)CC1=C(C=CC(=C1)N)C1=C(C=C(C=C1)N)CS(=O)(=O)C 2,2'-di(methylsulfonylmethyl)-1,1'-biphenyl-4,4'-diamine